1-(4-((4-((2-fluoro-3-methyl-4-((2-methyl-2H-indazol-6-yl)oxy)phenyl)amino)pyrido[3,2-d]pyrimidin-6-yl)oxy)piperidin-1-yl)prop-2-en-1-one FC1=C(C=CC(=C1C)OC=1C=CC2=CN(N=C2C1)C)NC=1C2=C(N=CN1)C=CC(=N2)OC2CCN(CC2)C(C=C)=O